(S)-7-(1-((5-methoxy-7-methyl-1H-indol-4-yl)methyl)piperidin-2-yl)-1H-indazole-4-carboxylic acid COC=1C(=C2C=CNC2=C(C1)C)CN1[C@@H](CCCC1)C1=CC=C(C=2C=NNC12)C(=O)O